octadecyl (((4-(4-hydroxy-3-isopropylbenzyl)-3,5-dimethylphenoxy)methyl)(phenoxy)phosphoryl)-L-alaninate OC1=C(C=C(CC2=C(C=C(OCP(=O)(OC3=CC=CC=C3)N[C@@H](C)C(=O)OCCCCCCCCCCCCCCCCCC)C=C2C)C)C=C1)C(C)C